1,2,5-pentaneTriol ethyl-5-amino-2-(3-hydroxy-3-methyl-butyl)pyrazolo[1,5-a]pyridine-6-carboxylate C(C)C=1C(=NN2C1C=C(C(=C2)C(=O)O)N)CCC(C)(C)O.C(C(CCCO)O)O